bis(neodecanyloxy)dioctylstannane C(CCCCCC(C)(C)C)O[Sn](CCCCCCCC)(CCCCCCCC)OCCCCCCC(C)(C)C